1-methyl-5-(4,4,5,5-tetramethyl-1,3,2-dioxaborolan-2-yl)-1H-indol-3-amine CN1C=C(C2=CC(=CC=C12)B1OC(C(O1)(C)C)(C)C)N